C(C)(C)(C)OC(=O)N1C=CC2=C(C(=CC(=C12)C)OC)CN1C(CN(CC1)C1CC1)C1=CC=C(C=C1)C(=O)OC 4-((4-cyclopropyl-2-(4-(methoxycarbonyl)phenyl)piperazin-1-yl)methyl)-5-methoxy-7-methyl-1H-indole-1-carboxylic acid tert-butyl ester